C(C1=C(C(=C(C(=C1)C)O)CC1=C(C(=C(C=C1)O)O)O)C)C1=C(C(=C(C(=C1)C)O)CC1=C(C(=C(C=C1)O)O)O)C methylenebis[2-[(2,3,4-trihydroxyphenyl)methyl]-3,6-dimethylphenol]